4-(furo[3,2-c]pyridin-4-yl)-N-(cis-3-hydroxycyclobutyl)benzamide O1C=CC=2C(=NC=CC21)C2=CC=C(C(=O)N[C@@H]1C[C@@H](C1)O)C=C2